1-(4-Hydroxyphenylmethyl)-1H-benzo[d]imidazole OC1=CC=C(C=C1)CN1C=NC2=C1C=CC=C2